OC1=C(C=C(C=C1)CCOC(C(=C)C)=O)N1N=C2C(=N1)C=CC=C2 2-[2-hydroxy-5-(2-methacryloyloxyethyl)phenyl]Benzotriazole